4-Aminochlorobenzonitrile NC1=CC(=C(C#N)C=C1)Cl